(3S)-4-(2,2-dimethylpropanoyl)-3-(methoxymethyl)-3,5-dihydro-2H-1,4-benzoxazepine-8-carbonitrile CC(C(=O)N1[C@H](COC2=C(C1)C=CC(=C2)C#N)COC)(C)C